6-(3-methoxy-2,6-dimethylphenyl)-N-methylimidazo[1',2':1,6]pyrido[2,3-d]pyrimidin-2-amine COC=1C(=C(C(=CC1)C)C1=CC2=C(N=C(N=C2)NC)N2C1=NC=C2)C